ClC1=C(C=CC=C1)N1C(NC(C2=CC=C(C=C12)C(F)(F)F)=O)=O 1-(2-chlorophenyl)-7-(trifluoromethyl)-quinazoline-2,4(1H,3H)-dione